O[C@H]1CC[C@@]2([C@H]3CC[C@@]4([C@H](CC[C@H]4[C@@H]3CC=C2C1)[C@H](C)OC1=C(C(=O)NC)C=CN=C1)C)C 3-((S)-1-((3S,8S,9S,10R,13S,14S,17S)-3-hydroxy-10,13-dimethyl-2,3,4,7,8,9,10,11,12,13,14,15,16,17-tetradecahydro-1H-cyclopenta[a]phenanthren-17-yl)ethoxy)-N-methylisonicotinamide